(R)-1-(2-aminopyrimidin-5-yl)-3-(1-(5-fluoro-3-methylbenzofuran-2-yl)propyl)urea NC1=NC=C(C=N1)NC(=O)N[C@H](CC)C=1OC2=C(C1C)C=C(C=C2)F